N1=CC=NC2=CC(=CC=C12)CC=1N=NC=CC1N (quinoxalin-6-ylmethyl)pyridazin-4-amine